1-[3-fluoro-5-hydroxy-4-(1,1,4-trioxo-1,2,5-thiadiazolidin-2-yl)phenyl]-3-(4-piperidyl)urea FC=1C=C(C=C(C1N1S(NC(C1)=O)(=O)=O)O)NC(=O)NC1CCNCC1